Methyl 3,4,5-Tris((tert-butyldimethylsilyl)oxy)benzoate [Si](C)(C)(C(C)(C)C)OC=1C=C(C(=O)OC)C=C(C1O[Si](C)(C)C(C)(C)C)O[Si](C)(C)C(C)(C)C